1-[5-({[1-(5,7-difluoro-3-methyl-1-benzofuran-2-yl)-2,2,2-trifluoroethyl]carbamoyl}amino)pyrimidin-2-yl]azetidine-3-carboxylic acid FC=1C=C(C2=C(C(=C(O2)C(C(F)(F)F)NC(=O)NC=2C=NC(=NC2)N2CC(C2)C(=O)O)C)C1)F